CC=1C(N2[C@H]([C@H](CCC2=CC1)NS(=O)(=O)C)COC1CCC(CC1)C1OCC1)=O |r| N-[(3SR,4RS)-7-methyl-4-({[(1s,4S)-4-(oxetan-2-yl)cyclohexyl]oxy}methyl)-6-oxo-1,3,4,6-tetrahydro-2H-quinolizin-3-yl]methanesulfonamide